5-(5-((1r,3r)-3-((5-(5-methyl-5H-pyrido[4,3-b]indol-7-yl)pyridin-2-yl)oxy)cyclobutoxy)pyridin-2-yl)pent-4-yn-1-ol CN1C2=C(C=3C=CC(=CC13)C=1C=CC(=NC1)OC1CC(C1)OC=1C=CC(=NC1)C#CCCCO)C=NC=C2